ClC1=C(C(=CC=C1Cl)O)[C@@H]([C@H]1CCN(CCC1)C(=O)[C@@H]1CN(CC1)C(=O)OC(C)(C)C)O tert-butyl (3S)-3-[(4R)-4-[(R)-(2,3-dichloro-6-hydroxyphenyl)(hydroxy)methyl]azepane-1-carbonyl]pyrrolidine-1-carboxylate